NC=1CC(=CC2=C(N1)C=C(S2)Br)C(=O)OCC ethyl 5-amino-2-bromo-6H-thieno[3,2-b]azepine-7-carboxylate